tert-Butyl 3-(7-(thiazol-2-yl)-4-(2,2,2-trifluoro-1-methoxyethyl)benzo[d]oxazol-2-yl)-3,6-diazabicyclo[3.1.1]heptane-6-carboxylate S1C(=NC=C1)C1=CC=C(C=2N=C(OC21)N2CC1N(C(C2)C1)C(=O)OC(C)(C)C)C(C(F)(F)F)OC